ClC1=C(C=CC=C1)C1N(CCCCC1)C1=CC=C(C(=O)N[C@H](C)\C=C\S(=O)(=O)C)C=C1 4-(2-(2-chlorophenyl)azepan-1-yl)-N-((R,E)-4-(methylsulfonyl)but-3-en-2-yl)benzamide